CHLOROBENZILATE ClC1=CC=C(C=C1)C(O)(C1=CC=C(Cl)C=C1)C(=O)OCC